7-methoxyheptane COCCCCCCC